C(CCCCCCC\C=C/CCCCCCCC)(=O)OC1=CC=C(C=C1)CC(=O)OCCC1CCN(CC1)CCSSCCN1CCC(CC1)CCOC(CC1=CC=C(C=C1)OC(CCCCCCC\C=C/CCCCCCCC)=O)=O (((((disulfanediylbis(ethane-2,1-diyl))bis(piperidine-1,4-diyl))bis(ethane-2,1-diyl))bis(oxy))bis(2-oxoethane-2,1-diyl))bis(4,1-phenylene) dioleate